(2R,4S)-2-HYDROXY-N,N-BIS(4-METHOXYBENZYL)OCT-7-ENE-4-SULFONAMIDE O[C@H](C)C[C@H](CCC=C)S(=O)(=O)N(CC1=CC=C(C=C1)OC)CC1=CC=C(C=C1)OC